COC=1C(=CC2=CNN=C2C1)NC(C1=NC(=CC=C1)C(F)(F)F)=O N-(6-methoxy-2H-indazol-5-yl)-6-(trifluoromethyl)picolinamide